C(C)(C)(C)OC(=O)N1C(CC[C@H]1COC)C#N (5S)-2-cyano-5-(methoxymethyl)pyrrolidine-1-carboxylic acid tert-butyl ester